C(C)OC(CCC(=O)C1=NC(=CC(=C1O)Br)CC1=CC2=CC=CC=C2C=C1)=O 4-(4-Bromo-3-hydroxy-6-naphthalen-2-ylmethyl-pyridin-2-yl)-4-oxo-butyric acid ethyl ester